CC1=NN(C=C1)C=1C=C(C(=O)N[C@H](C)C=2C=NC(=NC2)C(F)(F)F)C=C(C1)OC1COC1 (R)-3-(3-methyl-1H-pyrazol-1-yl)-5-(oxetan-3-yloxy)-N-(1-(2-(trifluoromethyl)pyrimidin-5-yl)ethyl)benzamide